NC=1C2=C(N=CN1)N(C(=C2C2=CC=C(C=C2)OC)C2CCC1(CC(C1)NC(OC(C)(C)C)=O)CC2)C tert-butyl (7-(4-amino-5-(4-methoxyphenyl)-7-methyl-7H-pyrrolo[2,3-d]pyrimidin-6-yl)spiro[3.5]nonan-2-yl)carbamate